Methylaminopropanediol CCC(NC)(O)O